2-ethyl-5,11-dioxo-6,12-bis(isopropyloxycarbonyloxy)naphthonaphthalene C(C)C=1C=CC2=C3C(C(C(=C2C1)OC(=O)OC(C)C)=O)=C1C=CC=CC1=C(C3=O)OC(=O)OC(C)C